sodium 2,2-dimethylbenzo[d][1,3]dioxole-5-carboxylate CC1(OC2=C(O1)C=CC(=C2)C(=O)[O-])C.[Na+]